(R,S)-4-(((8-Methyl-4-oxochroman-7-yl)oxy)(pyridin-4-yl)methyl)benzonitrile CC=1C(=CC=C2C(CCOC12)=O)O[C@H](C1=CC=C(C#N)C=C1)C1=CC=NC=C1